ClC=1C=C2C(OCC=3C=NC(=CC3C=3C=CC(=C(NS(C(C1OC)=C2)(=O)=O)C3)OC)F)=O 13-chloro-4-fluoro-14,19-dimethoxy-16,16-dioxo-9-oxa-16λ6-thia-5,17-diazatetracyclo[16.3.1.111,15.02,7]tricosa-1(22),2(7),3,5,11,13,15(23),18,20-nonaen-10-one